ClC=1C=C(C=CC1F)C(O)C=1N(C=C(N1)I)COCC[Si](C)(C)C (3-chloro-4-fluorophenyl)(4-iodo-1-((2-(trimethylsilyl)ethoxy)methyl)-1H-imidazol-2-yl)methanol